BrC1=CC=C(C=C1)C=1N=C(SC1)NC(C1=C(C=C(C=C1)F)NS(=O)(=O)C=C)=O N-(4-(4-bromophenyl)thiazol-2-yl)-4-fluoro-2-(vinylsulfonamido)benzamide